CC1CCC=2N=CC=NC21 5-Methyl-6,7-dihydro-cyclopentapyrazin